NC1=C(C(=NC=C1C(=O)N1[C@@H]2CCN([C@@H]2C1)C(=O)OC(C)(C)C)C1=CC=CC2=CC=CC(=C12)C#C[Si](C(C)C)(C(C)C)C(C)C)F tert-butyl (1R,5R)-6-(4-amino-5-fluoro-6-(8-((triisopropylsilyl)ethynyl)naphthalen-1-yl)nicotinoyl)-2,6-diazabicyclo[3.2.0]heptane-2-carboxylate